N[C@H]1C2N(CC1CC2)C(=O)C=2C=CC=1N(C2)N=C(C1C)C1=CC=2C(=NC(=CC2)C2=C(C(=CC=C2)O)F)N1CC1CC1 ((7R)-7-amino-2-azabicyclo[2.2.1]hept-2-yl)(2-(1-(cyclopropylmethyl)-6-(2-fluoro-3-hydroxyphenyl)-1H-pyrrolo[2,3-b]pyridin-2-yl)-3-methylpyrazolo[1,5-a]pyridin-6-yl)methanone